methyl (4-hydroxyphenyl)acetate OC1=CC=C(C=C1)CC(=O)OC